(S)-2-(2-bromo-5-(trifluoromethyl)phenyl)-1-(3-bromophenyl)ethyl (S)-2-((tert-butoxycarbonyl)amino)-3,3-dimethylbutanoate C(C)(C)(C)OC(=O)N[C@H](C(=O)O[C@@H](CC1=C(C=CC(=C1)C(F)(F)F)Br)C1=CC(=CC=C1)Br)C(C)(C)C